tert-amyl (R)-(2,6-dimethylhept-5-en-1-yl)carbamate C[C@@H](CNC(OC(C)(C)CC)=O)CCC=C(C)C